tert-butyl (2R,5S)-4-(6,7-Dichloro-1-(2-isopropyl-4-(methylthio)pyridin-3-yl)-2-carbonyl-1,2-dihydropyrido[2,3-d]pyrimidine-4-yl)-2,5-dimethylpiperazine-1-carboxylate ClC1=CC2=C(N(C(N=C2N2C[C@H](N(C[C@@H]2C)C(=O)OC(C)(C)C)C)=C=O)C=2C(=NC=CC2SC)C(C)C)N=C1Cl